2,2,2-trifluoro-1-[6-(4-nitrophenyl)-2,6-diazaspiro[3.3]heptan-2-yl]ethanone FC(C(=O)N1CC2(C1)CN(C2)C2=CC=C(C=C2)[N+](=O)[O-])(F)F